1-(ethylsulfonyl)-3-(4-(7-((2-(Trimethylsilyl)ethoxy)methyl)-7H-pyrrolo[2,3-d]pyrimidin-4-yl)-1H-pyrazol-1-yl)azetidine C(C)S(=O)(=O)N1CC(C1)N1N=CC(=C1)C=1C2=C(N=CN1)N(C=C2)COCC[Si](C)(C)C